Diethyl-propylenediamine C(C)N(C(CN)C)CC